(2E)-3-cyclopentyl-2-propenenitrile C1(CCCC1)/C=C/C#N